ClC=1C=C(N)C=C(C1Cl)Cl 3,4,5-trichloroaniline